1-(2,2,2-trifluoroethoxy)ethane FC(COCC)(F)F